(S)-4-tosyl-2-(1-((2-(trimethylsilyl)ethoxy)methyl)-1H-pyrazol-4-yl)morpholine S(=O)(=O)(C1=CC=C(C)C=C1)N1C[C@@H](OCC1)C=1C=NN(C1)COCC[Si](C)(C)C